BrC1=CC(=C(C=C1)NC(=O)NCCCl)Cl 1-(4-bromo-2-chlorophenyl)-3-(2-chloroethyl)urea